4-((4-fluoro-2-methyl-1H-indol-5-yl) oxy)-7-hydroxy-quinazolin-6-yl (R)-2,4-dimethylpiperazine-1-carboxylate C[C@H]1N(CCN(C1)C)C(=O)OC=1C=C2C(=NC=NC2=CC1O)OC=1C(=C2C=C(NC2=CC1)C)F